N-propyl-4-(sec-butylimino)-2-penten-2-amine C(CC)NC(C)=CC(C)=NC(C)CC